FC(C(=O)O)(F)F.ClC=1C=C2C(N(C(=NC2=CC1Cl)[C@H]1CNCCC1)C)=O (R)-6,7-dichloro-3-methyl-2-(piperidin-3-yl)quinazolin-4(3H)-one trifluoroacetic acid salt